1-azido-N-((S)-1-(((S)-1-((4-hydroxyphenyl)amino)-1-oxo-5-ureidopentan-2-yl)amino)-3-methyl-1-oxobutan-2-yl)-3,6,9,12,15,18-hexaoxahenicosan-21-amide N(=[N+]=[N-])CCOCCOCCOCCOCCOCCOCCC(=O)N[C@H](C(=O)N[C@H](C(=O)NC1=CC=C(C=C1)O)CCCNC(=O)N)C(C)C